O1C(CCCC1)OCCC12CCCCN2C(C2=C1SC=C2)=O 9a-(2-((Tetrahydro-2H-pyran-2-yl)oxy)ethyl)-7,8,9,9a-tetrahydrothieno[2,3-a]indolizin-4(6H)-one